N-(3-(2-chloro-5-fluorophenyl)-6-(3,4,6,7,8,9-hexahydroPyrido[3',4':4,5]imidazo[1,2-a]pyrazin-2(1H)-yl)-1-oxoisoindolin-4-yl)-3-Fluoro-5-(trifluoromethyl)benzamide ClC1=C(C=C(C=C1)F)C1NC(C2=CC(=CC(=C12)NC(C1=CC(=CC(=C1)C(F)(F)F)F)=O)N1CC=2N=C3N(CCNC3)C2CC1)=O